3,6-Dichloro-N-[2-(3-methoxyphenyl)ethyl]pyridazin ClC=1NN(C(=CC1)Cl)CCC1=CC(=CC=C1)OC